C(C=C)(=O)N[C@@H]1[C@@H](CCC1)NC(=O)C=1SC=2N=CC=C3N(C(NC1C23)=O)C=2C=NC(=CC2C)CC(C)C N-((1r,2s)-2-acrylamidocyclopentyl)-5-(6-isobutyl-4-methylpyridin-3-yl)-4-oxo-4,5-dihydro-3H-1-thia-3,5,8-triazaacenaphthylene-2-carboxamide